N-Methyl-1-[5-methyl-2-(5-morpholin-4-yl-3,4'-bipyridin-2'-yl)-1H-imidazol-4-yl]methanamine CNCC=1N=C(NC1C)C1=NC=CC(=C1)C=1C=NC=C(C1)N1CCOCC1